NC1=NC=NN2C1=CC=C2[C@]2([C@@H]([C@@H]([C@H](O2)COC(=O)OC[C@H](N(C)C)C(=O)OC(C)C)O)O)C#N isopropyl O-((((2R,3S,4R,5R)-5-(4-aminopyrrolo[2,1-f][1,2,4]triazin-7-yl)-5-cyano-3,4-dihydroxytetrahydrofuran-2-yl)methoxy)carbonyl)-N,N-dimethyl-L-serinate